6-(1-(1-(4-cyanopiperidine-4-carbonyl)piperidin-4-yl)-1H-pyrazol-4-yl)-4-methoxypyrazolo[1,5-a]pyridine-3-carbonitrile C(#N)C1(CCNCC1)C(=O)N1CCC(CC1)N1N=CC(=C1)C=1C=C(C=2N(C1)N=CC2C#N)OC